tert-butyl hexahydrocyclopenta[c]pyrrole-2(1H)-carboxylate C1N(CC2C1CCC2)C(=O)OC(C)(C)C